[Cl-].[Cl-].P(OC1=CC=CC=C1)([O-])([O-])=O phenyl Phosphorate Dichloride